C(C=CCCCCCCCCC)S(=O)(=O)[O-] 1-dodec-2-ensulfonat